rac-4-((R)-2-(((2R,3S,4R,5R)-5-(6-chloro-4-(cyclopentylamino)-1H-pyrazolo[3,4-d]pyrimidin-1-yl)-3,4-dihydroxytetrahydrofuran-2-yl)methoxy)-3-hydroxy-2-phosphonopropyl)benzoic acid ClC1=NC(=C2C(=N1)N(N=C2)[C@H]2[C@@H]([C@@H]([C@H](O2)CO[C@@](CC2=CC=C(C(=O)O)C=C2)(CO)P(=O)(O)O)O)O)NC2CCCC2 |r|